1-(5-bromo-2-fluoro-4-methylphenyl)-3-(3-fluoro-2-(trifluoromethyl)pyridin-4-yl)urea BrC=1C(=CC(=C(C1)NC(=O)NC1=C(C(=NC=C1)C(F)(F)F)F)F)C